benzyl (1R,4S)-4-((tert-Butoxycarbonyl) amino)-3,3-difluorocyclopentane-1-carboxylate C(C)(C)(C)OC(=O)N[C@@H]1C(C[C@@H](C1)C(=O)OCC1=CC=CC=C1)(F)F